tert-butyl (3S,4R)-3-((2-chloro-5-methyl-7H-pyrrolo[2,3-d]pyrimidin-4-yl) oxy)-4-fluoropiperidine-1-carboxylate ClC=1N=C(C2=C(N1)NC=C2C)O[C@H]2CN(CC[C@H]2F)C(=O)OC(C)(C)C